BrC1=CC(=C2C=CN(C2=C1)CC1=CC=C(C=C1)F)[N+](=O)[O-] 6-bromo-1-(4-fluorobenzyl)-4-nitro-1H-indole